COC1=NC=CC(=C1)C=1N=C(SC1)N(C(=O)Cl)C1=CC(=CC=C1)C(F)(F)F (4-(2-methoxypyridin-4-yl)thiazol-2-yl)(3-(trifluoromethyl)phenyl)carbamoyl chloride